C(#N)C1=C(OC=2C(=C3C(N(C=NC3=CC2)[C@H]2COC3(C2)CCN(CC3)C(=O)OC(C)(C)C)=O)[N+](=O)[O-])C(=CC=C1NS(N(C)CC)(=O)=O)F tert-butyl (3R)-3-[6-[2-cyano-3-[[ethyl(methyl)sulfamoyl]amino]-6-fluoro-phenoxy]-5-nitro-4-oxo-quinazolin-3-yl]-1-oxa-8-azaspiro[4.5]decane-8-carboxylate